ClC1=C(C=C(C=C1)OC)C1CC=2C=NN(C(C2CC1)=O)C1=NC=CC=N1 6-(2-chloro-5-methoxyphenyl)-2-(pyrimidin-2-yl)-5,6,7,8-tetrahydrophthalazin-1(2H)-one